CC1(CCNCC1)N1CCOCC1 4-(4-methylpiperidin-4-yl)morpholine